3-(benzyloxy)-5-(3-fluorophenyl)-4-methyl-picolinic acid C(C1=CC=CC=C1)OC=1C(=NC=C(C1C)C1=CC(=CC=C1)F)C(=O)O